FC1=CC=C(C=C1)C1=C(N(C=N1)C(C)C)C=1NC=C(N1)C(=O)NC=1C=NC(=CC1)N1CCN(CC1)C 5'-(4-fluorophenyl)-3'-isopropyl-N-(6-(4-methylpiperazin-1-yl)pyridin-3-yl)-1H,3'H-[2,4'-biimidazole]-4-carboxamide